2-[(3R)-3-(Aminomethyl)-1-piperidyl]-N-(5-cyclopentyl-1H-pyrazol-3-yl)pyrimidin-4-amine NC[C@@H]1CN(CCC1)C1=NC=CC(=N1)NC1=NNC(=C1)C1CCCC1